N=1OC(=C2C=NC=CC21)C(=O)N [1,2]oxazolo[4,3-c]pyridine-3-carboxamide